1-((5-chloro-6-(thiazol-4-ylmethoxy)-1H-indol-2-yl)methyl)-3-methylurea ClC=1C=C2C=C(NC2=CC1OCC=1N=CSC1)CNC(=O)NC